cyclopenta-1,4-dien-1-yl(diphenyl)phosphane C1(=CCC=C1)P(C1=CC=CC=C1)C1=CC=CC=C1